(((9H-fluoren-9-yl)methoxy)carbonyl)-L-aspartic acid allyl ester C(C=C)OC([C@@H](NC(=O)OCC1C2=CC=CC=C2C=2C=CC=CC12)CC(=O)O)=O